tert-Butyl 3-(5-(4-((tert-butyldiphenylsilyl)oxy)phenyl)-1-methyl-1H-imidazol-2-yl)azetidine-1-carboxylate [Si](C1=CC=CC=C1)(C1=CC=CC=C1)(C(C)(C)C)OC1=CC=C(C=C1)C1=CN=C(N1C)C1CN(C1)C(=O)OC(C)(C)C